N-(7-fluoro-2-formyl-indan-5-yl)acetamide FC=1C=C(C=C2CC(CC12)C=O)NC(C)=O